(S)-(4-(5-chloro-2-ethoxybenzyl)morpholin-2-yl)methanamine hydrochloride Cl.ClC=1C=CC(=C(CN2C[C@@H](OCC2)CN)C1)OCC